C(C)C(=O)C1=CC(=CC(=C1)C(C)(C)O)C(C)(C)O 3,5-bis(α-hydroxyisopropyl)phenyl ethyl ketone